2-(4-(5-(aminomethyl)-6-methoxynicotinoyl)-3,3-dimethylpiperazin-1-yl)-N-(5-(4-fluorophenoxy)pyridin-2-yl)propanamide NCC=1C(=NC=C(C(=O)N2C(CN(CC2)C(C(=O)NC2=NC=C(C=C2)OC2=CC=C(C=C2)F)C)(C)C)C1)OC